OC[C@@H]1N(CCC1)C=1N=CC2=C(N1)C=CN=C2 ((R)-2-(hydroxymethyl)pyrrolidin-1-yl)pyrido[4,3-d]pyrimidin